N,N'-di-1-naphthyl-N,N'-diphenyl-[9,9'-bianthryl]-10,10'-diamine C1(=CC=CC2=CC=CC=C12)N(C1=C2C=CC=CC2=C(C2=CC=CC=C12)C=1C2=CC=CC=C2C(=C2C=CC=CC12)N(C1=CC=CC=C1)C1=CC=CC2=CC=CC=C12)C1=CC=CC=C1